ethylenebiscapramide C(CNC(=O)CCCCCCCCC)NC(=O)CCCCCCCCC